3-methyl-2-phenyl-6-(1-pyrenyl)quinoxaline dichlorosulfite S(=O)(Cl)Cl.CC=1C(=NC2=CC=C(C=C2N1)C1=CC=C2C=CC3=CC=CC4=CC=C1C2=C34)C3=CC=CC=C3